CC=1C=C(CSC(NC#N)=NC)C=CC1 S-m-methylbenzyl-N-cyano-N'-methyl-isothiourea